N-cyclohexyl-3-((3-fluoro-4-((7-hydroxy-6-methoxyquinolin-4-yl)oxy)phenyl)amino)-1-methyl-1H-pyrazole-4-carboxamide C1(CCCCC1)NC(=O)C=1C(=NN(C1)C)NC1=CC(=C(C=C1)OC1=CC=NC2=CC(=C(C=C12)OC)O)F